3-(3-hydroxyphenyl)benzene OC=1C=C(C=CC1)C=1C=CC=CC1